5-(2-(methylsulfonyl)ethyl)cyanopyridine CS(=O)(=O)CCC=1C=CC(=NC1)C#N